C1=CC=CC=2C3=CC=CC=C3C(C12)COC(=O)N1[C@H](CCC1)C(=O)O (2R)-1-(9H-fluoren-9-yl-methoxycarbonyl)pyrrolidin-2-carboxylic acid